N[C@H](C(=O)O)C(C)C (S)-2-Amino-3-methylbutyric acid